(S)-3-(1-(3'-cyano-4'-hydroxy-3-(methoxymethoxy)-[1,1'-biphenyl]-4-yl)-2-oxo-1,2-dihydro-3H-imidazo[4,5-b]pyridin-3-yl)pyrrolidine-1-carboxylic acid tert-butyl ester C(C)(C)(C)OC(=O)N1C[C@H](CC1)N1C(N(C=2C1=NC=CC2)C2=C(C=C(C=C2)C2=CC(=C(C=C2)O)C#N)OCOC)=O